N[C@H](C)C=1C=C(C=CC1)C(CCC1CN(C1)C(=O)OC(C)(C)C)(F)F tert-butyl (R)-3-(3-(3-(1-aminoethyl)phenyl)-3,3-difluoropropyl)azetidine-1-carboxylate